BrC1=C(C(=CC(=C1)C(C(F)(F)F)(C(F)(F)F)F)SCC)NC(C1=C(C(=CC=C1)[N+](=O)[O-])F)=O N-[2-bromo-4-(perfluoroisopropyl)-6-ethylsulfanylphenyl]-2-fluoro-3-nitrobenzamide